FC1=C(CN2N=C(C=C2C2=NOC=C2)C2=NC=CC(=N2)NS(=O)(=O)NC(OC(C)(C)C)=O)C=CC=C1 tert-butyl N-(2-(1-(2-fluorobenzyl)-5-(isoxazol-3-yl)-1H-pyrazol-3-yl)pyrimidin-4-yl)sulfamoylcarbamate